C(#N)CC1(CN(C1)C(C(F)(F)F)=O)C1=C(C=CC=2N1C(=C(N2)C(=O)N)C)OC2=NC=C(C=C2OCC(F)F)F [3-(cyanomethyl)-1-(2,2,2-trifluoroacetyl)azetidin-3-yl]-6-[[3-(2,2-difluoroethoxy)-5-fluoro-2-pyridyl]oxy]-3-methyl-imidazo[1,2-a]pyridine-2-carboxamide